BrCC1=C(C=C(C(=C1)OCCOC)F)F 1-(bromomethyl)-2,4-difluoro-5-(2-methoxyethoxy)benzene